C(CCCCCCCCCCC)(=O)CC(C(=O)[O-])(N)C.[Na+] sodium lauroyl-methyl-amino-propionate